(S)-5-benzyl-N-(1-methyl-5-methylene-2-oxo-2,3,4,5-tetrahydro-1H-benzo[b]azepin-3-yl)isoxazole-3-carboxamide C(C1=CC=CC=C1)C1=CC(=NO1)C(=O)N[C@H]1CC(C2=C(N(C1=O)C)C=CC=C2)=C